IC1=C(NC2=C1C(NCC2)=O)C2=C(C=NC=C2)OC[C@H]2N(CCC2)C(=O)OC(C)(C)C tert-butyl (2S)-2-{[(4-{3-iodo-4-oxo-1H,5H,6H,7H-pyrrolo[3,2-c]pyridin-2-yl}pyridin-3-yl)oxy]methyl}pyrrolidine-1-carboxylate